[N+](=O)([O-])C1=C(C=CC=C1)NC=1C=2N(C=CC1)C=CN2 8-((2-nitrophenyl)amino)imidazo[1,2-a]pyridin